OC=1C=C(C=CC1O)C1OC2=CC(=CC(=C2C(C1O[C@@H]1O[C@@H]([C@H]([C@@H]([C@H]1O)O)O)CO)=O)O)O 2-(3,4-dihydroxyphenyl)-5,7-dihydroxy-3-[(2S,3R,4S,5S,6R)-3,4,5-trihydroxy-6-(hydroxymethyl)oxacyclohexan-2-yl]oxychroman-4-one